ClC=1C=C(C=CC1)NC=1C2=C(N=C(N1)CS(=O)(=O)[O-])NC(=C2C)C 4-(3-chlorophenylamino)-5,6-dimethyl-7H-pyrrolo[2,3-d]pyrimidinemethanesulfonate